(2-ethylpyridin-3-yl)boric acid C(C)C1=NC=CC=C1OB(O)O